3-Methyl-1-(4-(2-Methylprop-1-en-1-yl)-5-(4-(Trifluoromethyl)Phenyl)Thiazol-2-yl)-1H-Pyrazole-5-Carboxylic Acid CC1=NN(C(=C1)C(=O)O)C=1SC(=C(N1)C=C(C)C)C1=CC=C(C=C1)C(F)(F)F